C1(=CC=CC=C1)[B-](C1=CC=CC=C1)(C1=CC=CC=C1)C1=CC=CC=C1.F[PH3+] fluorophosphonium tetraphenylborate